methyl 2,4-dioxo-1-azaspiro[4.4]nonane-7-ene-3-carboxylate O=C1NC2(C(C1C(=O)OC)=O)CC=CC2